5-(((3R,4R,5R,6R)-3-acetamido-4,5-diacetoxy-6-(acetoxymethyl)tetrahydro-2H-pyran-2-yl)oxy)pentanoic acid C(C)(=O)N[C@H]1C(O[C@@H]([C@@H]([C@@H]1OC(C)=O)OC(C)=O)COC(C)=O)OCCCCC(=O)O